N-(1-Methyl-2-oxo-1,8-naphthyridin-3-yl)benzamide CN1C(C(=CC2=CC=CN=C12)NC(C1=CC=CC=C1)=O)=O